O=C(CCOC[C@H](C)OC1=CC(NN=C1)=O)N1CCN(CC1)C1=NC=C(C=N1)C(F)(F)F 5-[[(2S)-1-(3-oxo-3-[4-[5-(trifluoromethyl)pyrimidin-2-yl]piperazin-1-yl]propoxy)propan-2-yl]oxy]-2,3-dihydropyridazin-3-one